C(C(C)C)C1=C(C(=O)O)C=CC=C1.C(C1=CC=CC=C1)(=O)OCC(C)C isobutyl benzoate (isobutyl benzoate)